C(C)(=O)C=1C=C(C=CC1)S(=O)(=O)N1CCC(CC1)NC=1N=CC2=C(N1)N(C(C21CC1)=O)[C@H]1C[C@@H](CCC1)OC1OCCCC1 2'-{[1-(3-Acetylbenzenesulfonyl)piperidin-4-yl]amino}-7'-[(1R,3R)-3-(oxan-2-yloxy)cyclohexyl]spiro[cyclopropane-1,5'-pyrrolo[2,3-d]pyrimidin]-6'-one